COCC1=CC=CC=2C=3N(C(=NC12)NC=1C(N=CC=CC1)=O)N=C(N3)C=3C=NN(C3)C (3R)-3-{[7-(methoxymethyl)-2-(1-methyl-1H-pyrazol-4-yl)[1,2,4]triazolo[1,5-c]quinazolin-5-yl]amino}azepin-2-one